furan-3-carboxamide hydrochloride Cl.O1C=C(C=C1)C(=O)N